C1(=CC=C(C=C1)/C(=C/C=C)/N(C(C)=O)CC1=CC=CC=C1)C1=CC=CC=C1 (Z)-N-(1-([1,1'-Biphenyl]-4-yl)buta-1,3-dien-1-yl)-N-benZylacetamide